4-[(1R,3R)-3-(but-2-ynoylamino)cyclohexyl]-3-chloro-5,6-difluoro-2-methyl-1H-indole-7-carboxamide C(C#CC)(=O)N[C@H]1C[C@@H](CCC1)C1=C2C(=C(NC2=C(C(=C1F)F)C(=O)N)C)Cl